N-[8-methoxy-7-{4-(trifluoromethyl)phenoxy}chroman-4-yl]acrylamide COC=1C(=CC=C2C(CCOC12)NC(C=C)=O)OC1=CC=C(C=C1)C(F)(F)F